CCC(C#CC(C)OOC(C)(C)C)OOC(C)(C)C methyl-2,5-di-(t-butylperoxy)hexyne